(S)-N-(4-AMINO-3,4-DIOXO-1-PHENYLBUTAN-2-YL)-1-(BENZO[D]OXAZOL-2-YL)-5-METHYL-1H-PYRAZOLE-3-CARBOXAMIDE NC(C([C@H](CC1=CC=CC=C1)NC(=O)C1=NN(C(=C1)C)C=1OC2=C(N1)C=CC=C2)=O)=O